(5E,9E)-11-hydroxyl-5,9-dimethyl-undecane-5,9-diene OC/C=C(/CC/C=C(/CCCC)\C)\C